Ethyl 1-(3-chloropyridin-2-yl)-3-(((trifluoromethyl)sulfonyl)oxy)-4,5-dihydro-1H-pyrazole-5-carboxylate ClC=1C(=NC=CC1)N1N=C(CC1C(=O)OCC)OS(=O)(=O)C(F)(F)F